N1(CC1)CCNS(=O)(=O)C=1C=C(C(=O)N(CCC)CC2=CC3=CC=CC=C3C=C2)C=CC1C 3-(N-(2-(aziridin-1-yl)ethyl)sulfamoyl)-4-methyl-N-(naphthalen-2-ylmethyl)-N-propylbenzamide